COCC[C@H]([C@H]1[C@@H](C1)C(N[C@H]1CC(OC2=CC=C(C=C12)C)(C)C)=O)N1C(NC(CC1=O)(C)C)=[NH2+] [1-[(1R)-3-methoxy-1-[(1R,2R)-2-[[(4S)-2,2,6-trimethylchroman-4-yl]carbamoyl]cyclopropyl]propyl]-4,4-dimethyl-6-oxo-hexahydropyrimidin-2-ylidene]ammonium